3-(5-(5-(3-cyclopropyl-1-(2-oxo-3,4-dihydropyridin-1(2H)-yl)propyl)-2-fluorophenylcarbamoyl)-3-(trifluoromethyl)-1H-pyrazol-1-yl)benzyl-carbamic acid tert-butyl ester C(C)(C)(C)OC(NCC1=CC(=CC=C1)N1N=C(C=C1C(NC1=C(C=CC(=C1)C(CCC1CC1)N1C(CCC=C1)=O)F)=O)C(F)(F)F)=O